(1R,2S,5S)-6,6-dimethyl-3-[(2S,3R)-3-methyl-2-[(2,2,2-trifluoroacetyl)amino]pentanoyl]-3-azabicyclo[3.1.0]hexane-2-carboxylic acid HCl Cl.CC1([C@H]2CN([C@@H]([C@@H]12)C(=O)O)C([C@H]([C@@H](CC)C)NC(C(F)(F)F)=O)=O)C